O=C1OC(C2=CC(=CC=C12)N1/C(/SCC1=O)=N/C(=O)NC1=C(C=C(C=C1)C1=NN(C=N1)C1=CC=C(C=C1)OC(F)(F)F)F)=O (Z)-1-(3-(1,3-Dioxo-1,3-dihydroisobenzofuran-5-yl)-4-oxothiazolidin-2-ylidene)-3-(2-fluoro-4-(1-(4-(trifluoromethoxy)phenyl)-1H-1,2,4-triazol-3-yl)phenyl)urea